1,3-dimethyl-cyclobutane CC1CC(C1)C